3-(3-hydroxy-5-(1-oxo-1,2-dihydrophthalazin-6-yl)picolinamido)-2,2-dimethylpropanoic acid OC=1C(=NC=C(C1)C=1C=C2C=NNC(C2=CC1)=O)C(=O)NCC(C(=O)O)(C)C